FC1=CC(=C(C=C1C=1C=NC(=NC1)N1CCOCC1)NC(=O)C=1SC=CC1C(F)(F)F)N1C[C@H](N([C@H](C1)C)C)C N-[4-fluoro-5-(2-morpholin-4-ylpyrimidin-5-yl)-2-[(3R,5S)-3,4,5-trimethylpiperazin-1-yl]phenyl]-3-(trifluoromethyl)thiophene-2-carboxamide